C1(=CC=CC=C1)OP(=O)(C1=CC=CC=C1)C1=CC=CC=C1 phenyldiphenylphosphinate